Bis(hydroxyphenyl)triazine OC1=C(C=CC=C1)C1=CC(=NN=N1)C1=C(C=CC=C1)O